(3R)-3-amino-5-[(4-chlorophenyl)methyl]-8-fluoro-7-[5-(3-methylsulfonyl-3-azabicyclo[4.1.0]heptan-1-yl)-1,3,4-oxadiazol-2-yl]-1,1-dioxo-2,3-dihydro-1lambda6,5-benzothiazepin-4-one N[C@H]1CS(C2=C(N(C1=O)CC1=CC=C(C=C1)Cl)C=C(C(=C2)F)C=2OC(=NN2)C21CN(CCC1C2)S(=O)(=O)C)(=O)=O